(R)-3-((3-aminopiperidin-1-yl)methyl)-N-(4-(7-morpholinothiazolo[5,4-d]pyrimidin-2-yl)phenyl)benzenesulfonamide N[C@H]1CN(CCC1)CC=1C=C(C=CC1)S(=O)(=O)NC1=CC=C(C=C1)C=1SC=2N=CN=C(C2N1)N1CCOCC1